C(CCCCCC(C)(C)C)(=O)[O-].[K+] potassium neodecanate